6-((5-(6-phenyl-5,6-dihydrocyclopenta[c]pyrazol-2(4H)-yl)pyridin-3-yl)ethynyl)pyridazine-3-ol C1(=CC=CC=C1)C1CCC=2C1=NN(C2)C=2C=C(C=NC2)C#CC2=CC=C(N=N2)O